N1N=CC2=C1C=NC=C2C(=O)OC methyl 1H-pyrazolo[3,4-c]pyridine-4-carboxylate